O=C1N(CCC(N1)=O)C=1C=C2C=CN(C2=CC1F)C1CCN(CC1)C(=O)OC(C)(C)C tert-Butyl 4-(5-(2,4-dioxotetrahydropyrimidin-1(2H)-yl)-6-fluoro-1H-indol-1-yl)piperidine-1-carboxylate